O1CC[C@]12CNCCC2 (R)-1-oxa-6-azaspiro[3.5]nonane